Ethyl-((2R,4S)-2-(((S)-1-(((6-amino-2-methylpyridin-3-yl) methyl) amino)-1-oxopropan-2-yl) carbamoyl)-4-phenylpiperidin-1-yl) butyrate C(CCC)(=O)ON1[C@](C[C@H](CC1)C1=CC=CC=C1)(C(N[C@H](C(=O)NCC=1C(=NC(=CC1)N)C)C)=O)CC